(3,5-difluoro-4-((6-methoxy-7-(2-(methylamino)ethoxy)quinolin-4-yl)oxy)phenyl)-4-methoxy-6-methylpyridine-3-carboxamide FC=1C=C(C=C(C1OC1=CC=NC2=CC(=C(C=C12)OC)OCCNC)F)C1=NC(=CC(=C1C(=O)N)OC)C